methyl 3-bromo-4-hydroxybenzoate BrC=1C=C(C(=O)OC)C=CC1O